6-(2-chlorobenzoyl)amino-3-(diethyl)aminomethyl-1,2,3,4-tetrahydro-9H-carbazole ClC1=C(C(=O)NC=2C=C3C=4CC(CCC4NC3=CC2)CN(CC)CC)C=CC=C1